N-benzyl-3-nitrobenzene-sulfonamide C(C1=CC=CC=C1)NS(=O)(=O)C1=CC(=CC=C1)[N+](=O)[O-]